N=1NN=NC1C1=CC=C(CCN[C@H](C(=O)C2=CNC3=CC=CC=C23)C2=CC=CC=C2)C=C1 |r| (S)- and (R)-2-((4-(2H-tetrazol-5-yl)phenethyl)amino)-1-(1H-indol-3-yl)-2-phenylethan-1-one